(S)-quinuclidin-3-yl (5-(2-fluorophenyl)-2,2-dimethyl-2,3-dihydro-1H-inden-1-yl)carbamat FC1=C(C=CC=C1)C=1C=C2CC(C(C2=CC1)NC(O[C@@H]1CN2CCC1CC2)=O)(C)C